IC[C@H](C\C=C\C1=CC(=CC=C1)NS(=O)(=O)C1=CC=CC=C1)OC(C1=CC=CC=C1)=O.C(#N)C1=CC=C(C=N1)C=1C=C2C(=C(C=NC2=CC1)C(=O)NCCC(C)(C)O)NC(C)C 6-(6-cyanopyridin-3-yl)-N-(3-hydroxy-3-methylbutyl)-4-(isopropylamino)quinoline-3-carboxamide (S,E)-1-Iodo-5-(3-(phenylsulfonamido)phenyl)pent-4-en-2-yl-benzoate